6-((1,3-bis(palmitoyloxy)propan-2-yl)oxy)-6-oxohexanoic acid C(CCCCCCCCCCCCCCC)(=O)OCC(COC(CCCCCCCCCCCCCCC)=O)OC(CCCCC(=O)O)=O